7-(morpholin-4-yl)-N-[(1R)-1-[3-nitro-5-(trifluoromethyl)phenyl]ethyl]-2,3,5,11,13-pentaazatricyclo[7.4.0.0^{2,6}]trideca-1(13),3,5,7,9,11-hexaen-10-amine N1(CCOCC1)C=1C2=NC=NN2C2=NC=NC(=C2C1)N[C@H](C)C1=CC(=CC(=C1)C(F)(F)F)[N+](=O)[O-]